1'-((4-(cyclopropylthio)phenyl)sulfonyl)spiro[cyclohexane-1,3'-indoline] C1(CC1)SC1=CC=C(C=C1)S(=O)(=O)N1CC2(C3=CC=CC=C13)CCCCC2